C(C)(C)C=1C(=NNC1C=1C=C(C=2N(C1)N=CN2)C)C2=CN=C(S2)C2CCC(CC2)NC 4-(5-(4-isopropyl-5-(8-methyl-[1,2,4]triazolo[1,5-a]pyridin-6-yl)-1H-pyrazol-3-yl)thiazol-2-yl)-N-methylcyclohexan-1-amine